CCCCCCC12C(OC(=O)CC(CC(=O)O1)(C(=O)O2)O)(O)O octanediol citrate